FC=1C=C(C=CC1)C=1N(C(=NN1)SCCC(=O)O)C1=CC=CC=C1 3-(5-(3-fluorophenyl)-4-phenyl-4H-1,2,4-triazol-3-ylthio)propanoic Acid